1-(2,6-dimethylphenyl)-3-(piperidin-1-yl)pyrrolidin-2-one CC1=C(C(=CC=C1)C)N1C(C(CC1)N1CCCCC1)=O